O1C2=C(C=C1)C(=O)OC(COC2=O)C 3-propylene furandicarboxylate